C[C@@](CC)(C(=O)NC=1C=NC(=CC1)OC1=CC=CC2=C1C1(CC1)CO2)NC(OC(C)(C)C)=O 1,1-dimethylethyl [(1R)-1-methyl-1-({[6-(spiro[1-benzofuran-3,1'-cyclopropan]-4-yloxy)-3-pyridinyl]amino}carbonyl)propyl]carbamate